ClC1=CC=C(C=N1)NC1=NC=CC2=CC(=CC=C12)OCC12CCCN2CCC1 N-(6-chloropyridin-3-yl)-6-((tetrahydro-1H-pyrrolizin-7a(5H)-yl)methoxy)isoquinolin-1-amine